FC(C=1C=C(C=C(C1)C(F)(F)F)C1=NN(C=N1)\C=C(/C=1N=NNN1)\C=1C=NC=NC1)(F)F (Z)-5-(2-(3-(3,5-bis(trifluoromethyl)phenyl)-1H-1,2,4-triazol-1-yl)-1-(2H-tetrazol-5-yl)vinyl)pyrimidine